5-(4-amino-7-bromo-1-methylpyrrolo[3,2-c]pyridin-3-yl)-3-methoxy-N-(2,2,2-trifluoroethyl)pyridine-2-carboxamide NC1=NC=C(C2=C1C(=CN2C)C=2C=C(C(=NC2)C(=O)NCC(F)(F)F)OC)Br